C(CCCCCCCCCCCCCCCCCCCCCCC)(=O)O[C@H](CO)COP(=O)(O)OC[C@H](N)C(=O)O 2-tetracosanoyl-sn-glycero-3-phospho-L-serine